C(C)S(=O)(=O)C1=NN2C(N=CC=C2C2=CC(=NN2C)C(F)(F)F)=C1C1=NC=2C(=NC=C(C2)C(F)(F)F)N1C 2-(2-(ethylsulfonyl)-7-(1-methyl-3-(trifluoromethyl)-1H-pyrazol-5-yl)pyrazolo[1,5-a]pyrimidin-3-yl)-3-methyl-6-(trifluoromethyl)-3H-imidazo[4,5-b]pyridine